N-(4-(2-aminothiazolo[5,4-b]pyridin-5-yl)phenyl)-N-(2-hydroxyethyl)methanesulfonamide NC=1SC2=NC(=CC=C2N1)C1=CC=C(C=C1)N(S(=O)(=O)C)CCO